NC(C(C)(C)N(C(C#C)=O)C1=C(C=C(C(=C1)Cl)OC)F)=O N-(1-amino-2-methyl-1-oxopropan-2-yl)-N-(5-chloro-2-fluoro-4-methoxyphenyl)propiolamide